ClC1=CC2=C(C=3C=4C(=CC=CC4C=CC3)C=C2C)C=C1 10-chloro-8-methylbenzo[4,5]cyclohepta[1,2,3-de]naphthalene